1-ethyl-1,4-dihydronaphthalene C(C)C1C=CCC2=CC=CC=C12